C1(CC1)C1=NN=C2N1N=C(C=C2NCC2=NC=CC=C2)N[C@@H](CO)CC (R)-2-((3-cyclopropyl-8-((pyridin-2-ylmethyl)amino)-[1,2,4]triazolo[4,3-b]pyridazin-6-yl)amino)butan-1-ol